N1N=CC2=CC=C(C=C12)C=CC(=O)OC methyl 3-(1H-indazol-6-yl)prop-2-enoate